1-[(3R,4S)-3-fluoro-4-piperidyl]-4-(4-nitrophenyl)piperazine F[C@@H]1CNCC[C@@H]1N1CCN(CC1)C1=CC=C(C=C1)[N+](=O)[O-]